ClC1=CC(=C(C=C1)C1=NC(=NC2=C1N=C(N(C2=O)C)C)N2CC(OCC2)C2=NOC(=N2)C)F 8-(4-chloro-2-fluorophenyl)-2,3-dimethyl-6-[2-(5-methyl-1,2,4-oxadiazol-3-yl)morpholin-4-yl]pyrimido[5,4-d]pyrimidin-4-one